C(N)(=O)C1CCC(CC1)NC1=C(C=NC(=C1)Cl)C(=O)OC(C)(C)C tert-Butyl 4-[(4-carbamoylcyclohexyl)amino]-6-chloro-pyridine-3-carboxylate